COC(=O)C=1C2=C(N=C(C1)Cl)N(C=C2)C2CC2.FC(C2(CC2)NC(=O)C=2C1=CN(N=C1C=CC2)C=2C=NC=CC2)F N-[1-(difluoromethyl)cyclopropyl]-2-(3-pyridyl)indazole-4-carboxamide methyl-6-chloro-1-cyclopropyl-1H-pyrrolo[2,3-b]pyridine-4-carboxylate